C(C=CC)B1OC(C)(C)C(C)(C)O1 crotylboronic pinacol ester